2-methoxy-5-(2-(5-methyl-2-(1-oxoisoindolin-5-yl)piperidin-1-yl)-2-oxoacetamido)nicotinamide COC1=C(C(=O)N)C=C(C=N1)NC(C(=O)N1C(CCC(C1)C)C=1C=C2CNC(C2=CC1)=O)=O